terbium trihydride [H-].[H-].[H-].[Tb+3]